N[C@@H]1[C@H](CCC1)NC=1C=C2CN(C(C2=CC1)=O)C1C(NC(CC1)=O)=O 3-(5-(((1S,2S)-2-aminocyclopentyl)amino)-1-oxoisoindolin-2-yl)piperidine-2,6-dione